(R)-3-[2-(2-Hydroxy-2-methylpropionyl)-6-(3-methyl-1H-pyrrolo[2,3-b]pyridin-5-yl)-1,2,3,4-tetrahydroIsoquinolin-8-yl]morpholine-4-carboxylic acid tert-butyl ester C(C)(C)(C)OC(=O)N1[C@@H](COCC1)C=1C=C(C=C2CCN(CC12)C(C(C)(C)O)=O)C=1C=C2C(=NC1)NC=C2C